SCCC(=O)[O-].C(CCC)[Sn+2]CCCC.SCCC(=O)[O-] di-n-butyltin β-mercaptopropionate